tert-butyl (2-(4-(4-((4-amino-2-butyl-1H-imidazo[4,5-d]thieno[3,2-b]pyridin-1-yl)methyl) benzyl)piperazin-1-yl)ethyl)carbamate NC1=C2C(=C3C(=N1)C=CS3)N(C(=N2)CCCC)CC2=CC=C(CN3CCN(CC3)CCNC(OC(C)(C)C)=O)C=C2